4-(piperazin-1-yl)aniline N1(CCNCC1)C1=CC=C(N)C=C1